3-[[2-(2,6-dioxopiperidin-3-yl)-1-oxo-3H-isoindol-5-yl]methyl]-1-[2-(methylamino)phenyl]urea O=C1NC(CCC1N1C(C2=CC=C(C=C2C1)CNC(NC1=C(C=CC=C1)NC)=O)=O)=O